4-((5-chloro-2-((2-(difluoromethoxy)-4-(4-(4-methylpiperazin-1-yl)piperidin-1-yl)phenyl)amino)pyrimidin-4-yl)amino)thiophene-3-carboxamide ClC=1C(=NC(=NC1)NC1=C(C=C(C=C1)N1CCC(CC1)N1CCN(CC1)C)OC(F)F)NC=1C(=CSC1)C(=O)N